1-tert-butyloxycarbonyl-4-(3-nitro-2-pyridyl)piperazine C(C)(C)(C)OC(=O)N1CCN(CC1)C1=NC=CC=C1[N+](=O)[O-]